C(C)OC(C[C@@H](CCl)O)=O.FC1(CCN(CC1)C(=O)C=1C=C2C(=NC1)N(C=C2)C2=CC(=CC=C2)C(=O)N2CSCC2)F (4,4-difluoropiperidin-1-yl)(1-(3-(thiazolidine-3-carbonyl)phenyl)-1H-pyrrolo[2,3-b]pyridin-5-yl)methanone ethyl-(S)-(-)-4-chloro-3-hydroxybutyrate